ClC1=C(CN2C=3N(C4=CC=CC=C4C2=O)C=C(N3)C(=O)N3CCN(CC3)C)C=CC=C1 4-(2-chlorobenzyl)-2-(4-methylpiperazine-1-carbonyl)imidazo[1,2-a]quinazolin-5(4H)-one